FC1=C(SC(=C1)S(=O)(=O)C=1C=C(C=C(C1)S(=O)(=O)C)C1=CC=CC=C1)CNC(OC(C)(C)C)=O tert-butyl ((3-fluoro-5-((5-(methylsulfonyl)-[1,1'-biphenyl]-3-yl)sulfonyl)thiophen-2-yl)methyl)carbamate